FC1=CC=C(CC2=CC3=C(OC[C@@H](N3)C)N=C2C(=O)NC[C@@H]2COCC2)C=C1 (S)-7-(4-fluorobenzyl)-2-methyl-N-(((R)-tetrahydrofuran-3-yl)methyl)-2,3-dihydro-1H-pyrido[2,3-b][1,4]oxazine-6-carboxamide